(3,5-difluoro-4-((6-methylpyridin-3-yl)oxy)phenyl)methanol FC=1C=C(C=C(C1OC=1C=NC(=CC1)C)F)CO